dioctadecyl-3,5-di-t-butyl-4-hydroxybenzylphosphonate C(CCCCCCCCCCCCCCCCC)C(C1=CC(=C(C(=C1)C(C)(C)C)O)C(C)(C)C)(P([O-])([O-])=O)CCCCCCCCCCCCCCCCCC